COCOC=1C=C(C2=CC=CC=C2C1)C(=O)OCC Ethyl 3-(methoxymethoxy)-1-naphthoate